FC=1C(=CC=2C3=C(NC(C2C1)=O)COC[C@@H]3N(C(=O)C3=NN1C(C=CC=C1)=C3)C)F (R)-N-(8,9-difluoro-6-oxo-1,4,5,6-tetrahydro-2H-pyrano[3,4-c]isoquinolin-1-yl)-N-methylpyrazolo[1,5-a]pyridine-2-carboxamide